O=C(CC1CC(NC1)C(=O)O)NC1=CC=C(C=C1)CC1=NC=CC=C1 4-(2-oxo-2-((4-(pyridin-2-ylmethyl)phenyl)amino)ethyl)pyrrolidine-2-carboxylic acid